1-(4-(6-(2-amino-4-quinolyl)-5-chloro-7-fluoro-2,1-benzothiazol-3-yl)-1-piperazinyl)-2-propen-1-one NC1=NC2=CC=CC=C2C(=C1)C1=C(C=2C(=C(SN2)N2CCN(CC2)C(C=C)=O)C=C1Cl)F